P(=O)(=O)B phospho-borane